7-bromo-5-(2,2,2-trifluoroethyl)-5H-pyrido[4,3-b]indole BrC=1C=CC=2C3=C(N(C2C1)CC(F)(F)F)C=CN=C3